4-nitrophenyl 3-(methylsulfonylamino)-1H-pyrazole-1-carboxylate CS(=O)(=O)NC1=NN(C=C1)C(=O)OC1=CC=C(C=C1)[N+](=O)[O-]